(5S)-5-[[[6-[2-chloro-3-[3-chloro-2-[4-[(2S)-2-hydroxypropyl]-3,5-dihydro-2H-1,4-benzoxazepin-8-yl]-4-pyridyl]phenyl]-2-methoxy-3-pyridyl]methylamino]methyl]pyrrolidin-2-one ClC1=C(C=CC=C1C1=C(C(=NC=C1)C1=CC2=C(CN(CCO2)C[C@H](C)O)C=C1)Cl)C1=CC=C(C(=N1)OC)CNC[C@@H]1CCC(N1)=O